acrylic acid hafnium [Hf].C(C=C)(=O)O